P(=O)(O)(O)N1C(C=2N=CN([C@H]3[C@H](O)[C@H](O)[C@@H](CO)O3)C2N=C1)=O 1-phosphoinosine